N-[4-(3-chloro-4-cyano-phenoxy)cyclohexyl]-5-[4-[2-[3-[4-(ethylsulfonylamino)-2-(6-methyl-7-oxo-1H-pyrrolo[2,3-c]pyridin-4-yl)phenoxy]phenoxy]ethoxy]-1-piperidyl]pyrazine-2-carboxamide ClC=1C=C(OC2CCC(CC2)NC(=O)C2=NC=C(N=C2)N2CCC(CC2)OCCOC2=CC(=CC=C2)OC2=C(C=C(C=C2)NS(=O)(=O)CC)C=2C3=C(C(N(C2)C)=O)NC=C3)C=CC1C#N